4-bromo-1-isopropyl-5-methyl-3-(trifluoromethyl)pyrazole BrC=1C(=NN(C1C)C(C)C)C(F)(F)F